CC(C=[NH+][O-])CCCCCCCCC 2-methylundecan-1-imine oxide